2-[3-(1-cyanocyclopropyl)-6-[6-[(6-methylpyridazin-3-yl)amino]benzimidazol-1-yl]-2-pyridyl]-5-methyl-pyrazole-3-carbonitrile C(#N)C1(CC1)C=1C(=NC(=CC1)N1C=NC2=C1C=C(C=C2)NC=2N=NC(=CC2)C)N2N=C(C=C2C#N)C